C1CCC12CNCC2 (R)-6-azaspiro[3.4]octan